CC1=NC(=CC=C1C(=O)N1C[C@H]([C@@]2(CC1)NCC1=CC=CC=C1C2)O)C (2,6-dimethyl-3-pyridinyl)[(3R,3'R)-3'-hydroxy-1,4-dihydro-1'H,2H-spiro[isoquinoline-3,4'-piperidin]-1'-yl]methanone